(2R)-2-amino-3-(2-chlorophenyl)propan-1-ol N[C@@H](CO)CC1=C(C=CC=C1)Cl